(E)-tert-butyl (tert-butoxycarbonylamino)(2-(7-(3,4-dichlorophenylamino)-3,4-dihydro-1H-carbazol-9(2H)-yl)ethylamino)methylenecarbamate C(C)(C)(C)OC(=O)N\C(\NCCN1C2=CC(=CC=C2C=2CCCCC12)NC1=CC(=C(C=C1)Cl)Cl)=N\C(OC(C)(C)C)=O